N-(3-(4-methoxyquinazolin-6-yl)-1H-pyrrolo[2,3-b]pyridin-5-yl)-1-methylpiperidine-4-carboxamide COC1=NC=NC2=CC=C(C=C12)C1=CNC2=NC=C(C=C21)NC(=O)C2CCN(CC2)C